[1,2,4]triazolo-[1,5-a]pyridine N=1C=NN2C1C=CC=C2